1-(4-(5-(4,4,5,5-tetramethyl-1,3,2-dioxaborolan-2-yl)benzo[d]thiazol-2-yl)piperidin-1-yl)ethanone CC1(OB(OC1(C)C)C=1C=CC2=C(N=C(S2)C2CCN(CC2)C(C)=O)C1)C